[6-(3-cyclopropyl-1H-1,2,4-triazol-5-yl)-2-azaspiro[3.3]heptan-2-yl]-[6-[4-(methylsulfonimidoyl)-3-(trifluoromethyl)benzyl]-2-azaspiro[3.3]heptan-2-yl]methanone C1(CC1)C1=NNC(=N1)C1CC2(CN(C2)C(=O)N2CC3(C2)CC(C3)CC3=CC(=C(C=C3)S(=O)(=N)C)C(F)(F)F)C1